NC([C@@H](CC(C)C)NC1=NC(=C(C(=O)OC)C(=C1)C#N)NC1=CC(=CC=C1)S(=O)(=O)C)=O (R)-Methyl 6-(1-amino-4-methyl-1-oxopentan-2-ylamino)-4-cyano-2-(3-(methylsulfonyl)phenylamino)nicotinate